BrC=1C=C(C=C(C1O)Br)C(=O)C1=C(OC2=C1C(=C(C(=C2[2H])O)[2H])[2H])C(C)O (3,5-Dibromo-4-hydroxyphenyl)(6-hydroxy-2-(1-hydroxyethyl)benzofuran-3-yl-4,5,7-d3)methanone